N1(N=CC=C1)C1=C(C=CC=C1)NC1=NC(=NC=C1C(=O)OC)NC1=C(C=C(C(=C1)NC(C=C)=O)N(C)CCN(C)C)OC Methyl 4-((2-(1H-pyrazol-1-yl)phenyl)amino)-2-((5-acrylamido-4-((2-(dimethylamino) ethyl) (methyl) amino)-2-methoxyphenyl)amino)pyrimidin-5-carboxylate